7-methyl-N-(6-(1-methyl-1H-imidazol-5-yl)isoquinolin-3-yl)-7-azaspiro[3.5]nonane-2-carboxamide CN1CCC2(CC(C2)C(=O)NC=2N=CC3=CC=C(C=C3C2)C2=CN=CN2C)CC1